trans-4-fluoroproline F[C@@H]1C[C@H](NC1)C(=O)O